3,6-Dichlorobenzo[4,5]thieno[3,2-c]pyridazine hydrochloride Cl.ClC1=CC2=C(N=N1)C1=C(S2)C(=CC=C1)Cl